S(=O)(=O)(O)CCCCOCCCCS(=O)(=O)O Bis(4-sulfobutyl)ether